O1[C@@H](CCC1)C[C@H](CCC=C)S(=O)(=O)N (2S)-1-((2S)-TETRAHYDRO-2-FURANYL)-5-HEXENE-2-SULFONAMIDE